1-phenyl-4-(3-p-toluenesulfonylpropyl)-phenylpiperazine C1(=CC=CC=C1)C1(CC=C(C=C1)CCCS(=O)(=O)C1=CC=C(C)C=C1)N1CCNCC1